2-(2-(ethylamino)-4-methylphenyl)-1,2,3,4-tetrahydroisoquinolin-6-ol C(C)NC1=C(C=CC(=C1)C)N1CC2=CC=C(C=C2CC1)O